10-fluoro-2,2-bis(4-methylthiophenyl)-2H-benzo[H]Chromen-5-ol FC1=CC=CC=2C=C(C=3C=CC(OC3C21)(C2=CC=C(C=C2)SC)C2=CC=C(C=C2)SC)O